C(C1CCCO1)OCCCCCCCC octyl tetrahydrofurfuryl ether